NC1=NC(=C(C=2N1N=C(N2)CC2=C(C=CC=C2)Br)C2=NC=NC=C2)C2=C(C#N)C=CC=C2 (5-amino-2-(2-bromobenzyl)-8-(pyrimidin-4-yl)-[1,2,4]triazolo[1,5-c]pyrimidin-7-yl)benzonitrile